2-(4-isothiocyanatophenyl)-3-(2-nitro-1-phenylethyl)-1H-indole N(=C=S)C1=CC=C(C=C1)C=1NC2=CC=CC=C2C1C(C[N+](=O)[O-])C1=CC=CC=C1